FC=1C=C(C=CC1)N\N=C\C=N\NS(=O)(=O)C1=CC=C(C=C1)C ((1E,2E)-2-(2-(3-fluorophenyl)hydrazono)ethylidene)-4-methylbenzenesulfonohydrazide